[N+](#[C-])C(C(=O)OCC)C ethyl α-isocyanopropionate